OC1=C(C=CC(=C1)C)NC1=CC(=NC(=C1)C(NC1=CC=CC=C1)=O)NC(OC(C)(C)C)=O Tert-butyl (4-((2-hydroxy-4-methylphenyl)amino)-6-(phenylcarbamoyl)pyridin-2-yl)carbamate